C(CC)(=O)OCC(OC1=C(C=C(C=C1)CN1N=CN(C1=O)C1=CC=C(C=C1)OC(F)(F)F)C)C 2-Methyl-2-(2-methyl-4-((5-oxo-4-(4-(trifluoromethoxy)phenyl)-4,5-dihydro-1H-1,2,4-triazol-1-yl)methyl)phenoxy)ethyl propionate